3',4'-dihydro-2'H-spiro[cyclohexane-1,1'-naphthalene] C12(CCCC3=CC=CC=C13)CCCCC2